CC1CNC2C(O1)CN(C2)C(=O)N methylhexahydropyrrolo[3,4-b][1,4]oxazine-6(2H)-carboxamide